4-([[7-(ethoxycarbonyl)-5H-pyrrolo[3,2-d]pyrimidin-4-yl]amino]methyl)phenylboronic acid C(C)OC(=O)C1=CNC2=C1N=CN=C2NCC2=CC=C(C=C2)B(O)O